(R)-4-(1-(4-(methylsulfonyl)piperazin-1-yl)ethyl)benzoic acid methyl ester COC(C1=CC=C(C=C1)[C@@H](C)N1CCN(CC1)S(=O)(=O)C)=O